3-cyclopentyl-4-methyl-1H-1,2,4-triazol-5(4H)-one C1(CCCC1)C1=NNC(N1C)=O